1,3-dioxo-6-(4,4,5,5-tetramethyl-1,3,2-dioxaborolan-2-yl)-1H-benzo[de]Isoquinoline O=C1NC(C2=C3C(C=CC=C13)=C(C=C2)B2OC(C(O2)(C)C)(C)C)=O